3-[[(1R)-1-[(7S)-14-fluoro-5,9-dioxa-2,11,18-triazatetracyclo[8.8.0.02,7.012,17]octadeca-1(18),10,12(17),13,15-pentaen-16-yl]ethyl]amino]pyridine-2-carboxylic acid FC1=CC=2N=C3OC[C@@H]4COCCN4C3=NC2C(=C1)[C@@H](C)NC=1C(=NC=CC1)C(=O)O